1-[bis[2-hydroxy-3-[4,7,10-tris(carboxymethyl)-1,4,7,10-tetraazacyclododecan-1-yl]propyl]amino]-1-deoxy-D-glucitol OC(CN(C[C@H](O)[C@@H](O)[C@H](O)[C@H](O)CO)CC(CN1CCN(CCN(CCN(CC1)CC(=O)O)CC(=O)O)CC(=O)O)O)CN1CCN(CCN(CCN(CC1)CC(=O)O)CC(=O)O)CC(=O)O